4-[[2-(1H-indazol-6-yl)acetyl]amino]-N-(2-oxaspiro[3.3]heptan-6-yl)pyridine-2-carboxamide N1N=CC2=CC=C(C=C12)CC(=O)NC1=CC(=NC=C1)C(=O)NC1CC2(COC2)C1